[Cl-].O=C(CCCCCCCCCCCCC)OCCC1(NC=C[NH2+]1)CCCCCCCCCCCCCCC 2-[(1-oxotetradecyl)oxylethyl]-2-pentadecyl-1H-imidazolium chloride